tert-butyl (E)-(3-(2-cyanovinyl)cyclohexyl)carbamate C(#N)/C=C/C1CC(CCC1)NC(OC(C)(C)C)=O